COC1=C(C(NC(=C1)C)=O)CNC(=O)C=1C(=C(N2C=CC(=C2C1)C=1C=NNC1)C(C)N1CCOCC1)C N-((4-methoxy-6-methyl-2-oxo-1,2-dihydropyridin-3-yl)methyl)-6-methyl-5-(1-morpholinoethyl)-1-(1H-pyrazol-4-yl)indolizine-7-carboxamide